NC1=[N+](C=CC=C1C1=CC(=NO1)CC1=CC=C(C=C1)OCC1=NOC(=C1)C)COP(=O)(O)[O-].C(C1=CC=CC=C1)OC1=C(C=C(C(=O)NC2CCN(CC2)C)C=C1OC)OC 4-(benzyloxy)-3,5-dimethoxy-N-(1-methylpiperidin-4-yl)benzamide (2-amino-3-(3-(4-((5-methylisoxazol-3-yl)methoxy)benzyl)isoxazol-5-yl)pyridin-1-ium-1-yl)methyl-hydrogenphosphate